lithium 2,3-dimethoxy-3-oxo-propionate COC(C(=O)[O-])C(=O)OC.[Li+]